[Na+].O[C@H]1[C@@H]([C@@H]2[C@@H](OC3=C2C=CC=C3CCCC(=O)[O-])C1)\C=C\[C@H]([C@@H](CC#CC)C)O |r| (±)-(1R,2R,3aS,8bS)-2,3,3a,8b-tetrahydro-2-hydroxy-1-[(E)-(3S,4RS)-3-hydroxy-4-methyl-1-octen-6-ynyl]-1H-cyclopenta[b]benzofuran-5-butanoic acid sodium salt